ACETAMIDOMETHYLBORONIC ACID C(C)(=O)NCB(O)O